N[C@](C(=O)O)(CO)C (S)-2-amino-3-hydroxy-2-methylpropionic acid